C(N)(=O)C1=CC=C(C=C1)C(C1=[N+](C=CC=C1)[O-])OC1=CC=C2C(CCOC2=C1C)=O 2-((4-carbamoylphenyl)((8-methyl-4-oxochroman-7-yl)oxy)methyl)pyridine 1-oxide